BrC1=NN2C(N=C(C=C2)Cl)=C1 bromo-5-chloro-pyrazolo[1,5-a]pyrimidine